2,2-difluorobenzo[d][1,3]dioxolane-5-sulfonyl chloride FC1(OC2=C(O1)C=CC(=C2)S(=O)(=O)Cl)F